o-t-pentyl-styrene C(C)(C)(CC)C1=C(C=C)C=CC=C1